N-(5-[5-(hydroxymethyl)pyrazol-1-yl]-1,3,4-thiadiazol-2-yl)-4-iodo-5-methoxy-6-oxopyran-2-carboxamide OCC1=CC=NN1C1=NN=C(S1)NC(=O)C=1OC(C(=C(C1)I)OC)=O